pentynoic acid CCC#CC(=O)O